3-methylcyclohexan-1-amine CC1CC(CCC1)N